CC1=NN2C(N=C(NC2=O)S)=C1C1=CC=CC=C1 7-methyl-8-phenyl-2-sulfanyl-3H-pyrazolo[1,5-a][1,3,5]triazin-4-one